2-({[5-(4-aminoquinazolin-6-yl)thiophen-2-yl]methyl}amino)-N3-(3,4-difluorobenzyl)-N5-[2-(dimethylamino)ethyl]pyridine-3,5-dicarboxamide NC1=NC=NC2=CC=C(C=C12)C1=CC=C(S1)CNC1=NC=C(C=C1C(=O)NCC1=CC(=C(C=C1)F)F)C(=O)NCCN(C)C